4b,9b-dihydro-10H-benzofuro[3,2-b]indole C1=CC=CC=2C3C(NC12)C1=C(O3)C=CC=C1